C[C@H]1[C@H]([C@H]([C@@H]([C@@H](O1)O[C@@H]2[C@H]([C@H]([C@H](O[C@H]2O[C@H]3[C@@H]([C@H](OC([C@@H]3NC(=O)C)O)CO)O)CO)O)O)O)O)O The molecule is an amino trisaccharide consisting of alpha-L-fucose, beta-D-galactose and N-acetyl-D-glucosamine residues joined by sequential (1->2)- and (1->3)-linkages. It has a role as an epitope. It is an amino trisaccharide and a glucosamine oligosaccharide.